2,2'-Methylen-bis-(4-methyl-6-tert-butyl-phenol) C(C1=C(C(=CC(=C1)C)C(C)(C)C)O)C1=C(C(=CC(=C1)C)C(C)(C)C)O